6-(trifluoromethoxy)pyridin-3-amine dihydrochloride Cl.Cl.FC(OC1=CC=C(C=N1)N)(F)F